(R)-(3-chloro-1-methyl-1H-1,2,4-triazol-5-yl)(4-(4-methylpyrazolo[1,5-a]pyridin-2-yl)-6,7-dihydro-1H-imidazo[4,5-c]pyridin-5(4H)-yl)methanone ClC1=NN(C(=N1)C(=O)N1[C@H](C2=C(CC1)NC=N2)C2=NN1C(C(=CC=C1)C)=C2)C